N-(1-(6-(1,1-difluoroethyl)pyridin-2-yl)-3-(methylsulfonyl)-1H-pyrazolo[4,3-c]pyridin-6-yl)acetamide FC(C)(F)C1=CC=CC(=N1)N1N=C(C=2C=NC(=CC21)NC(C)=O)S(=O)(=O)C